2-(4-cyclopropyl-6-methoxypyrimidin-5-yl)-6,7,8,9-tetrahydropyrimido[4,5-b]indolizine C1(CC1)C1=NC=NC(=C1C=1N=CC2=C(C=C3CCCCN23)N1)OC